CC(C)C1=CN=C(S1)C=1C=C(C(=O)N[C@H](C)C=2C=NC(=NC2)C(F)(F)F)C=C(C1)OC[C@@H]1OCCC1 3-[5-(propan-2-yl)-1,3-thiazol-2-yl]-5-[(2R)-tetrahydrofuran-2-ylmethoxy]-N-{(1R)-1-[2-(trifluoromethyl)pyrimidin-5-yl]ethyl}benzamide